copper-iron-tantalum [Ta].[Fe].[Cu]